FC1([C@H]2CN([C@@H](C1)C2)C(=O)OC(C)(C)C)F tert-butyl (1R,4R)-5,5-difluoro-2-azabicyclo[2.2.1]heptane-2-carboxylate